4-[2-(2-{3-[2-(dimethylamino)ethyl]imidazo[1,2-a]pyridin-6-yl}-5-fluorophenoxy)ethyl]-N,N,1,5-tetramethyl-1H-pyrazole-3-carboxamide CN(CCC1=CN=C2N1C=C(C=C2)C2=C(OCCC=1C(=NN(C1C)C)C(=O)N(C)C)C=C(C=C2)F)C